methyl 2-((2-aminoethyl)amino)-4-bromobenzoate NCCNC1=C(C(=O)OC)C=CC(=C1)Br